CCCCCCCC/C(=C\\CCCCCCCC(=O)O)/[N+](=O)[O-] The molecule is a nitro fatty acid that is (9E)-octadec-9-enoic (elaidic) acid substituted by a nitro group at position 10. It has a role as a human metabolite. It is a long-chain fatty acid, a nitro fatty acid and a monounsaturated fatty acid. It derives from an elaidic acid.